aza-pentane NCCCC